ClC1=C(C=C(N=N1)NC1C[C@@H]2[C@@H](CN(C2)C(=O)OC(C)(C)C)C1)C(F)(F)F tert-Butyl (3aR,5s,6aS)-5-((6-chloro-5-(trifluoromethyl)pyridazin-3-yl)amino)hexahydrocyclopenta[c]pyrrole-2(1H)-carboxylate